CO[Si](CCCNC(=S)NCCC[Si](OC)(OC)OC)(OC)OC N,N'-bis(3-trimethoxysilylpropyl)thiourea